FC1=C(C=CC(=C1)F)COC1=C(C=CC=C1)[N+](=O)[O-] 2,4-difluoro-1-((2-nitrophenoxy)methyl)benzene